C(C)(=O)C1=CC=C(C=C1)NC(C(CC1=CC=CC=C1)N1OCN(OC1)C1=C(C=CC(=C1)Cl)N1N=NN=C1)=O N-(4-acetylphenyl)-2-(4-(5-chloro-2-(1H-tetrazol-1-yl)phenyl)-2,5-dioxapiperazin-1-yl)-3-phenylpropionamide